(1R,5S,6r)-6-[methyl-(1-methylcyclopropyl)carbamoyl]-3-azabicyclo[3.1.0]Hexane CN(C(=O)C1[C@H]2CNC[C@@H]12)C1(CC1)C